5-(2-(4-((3-chloro-5-(hydroxy-methyl)benzyl)amino)butoxy)ethoxy)benzo[c][2,6]naphthyridine ClC=1C=C(CNCCCCOCCOC2=NC3=C(C4=CN=CC=C24)C=CC=C3)C=C(C1)CO